{4-amino-2-[3-chloro-4-(trifluoromethoxy)anilino]-1,3-thiazol-5-yl}(phenyl)methanone NC=1N=C(SC1C(=O)C1=CC=CC=C1)NC1=CC(=C(C=C1)OC(F)(F)F)Cl